2-((7-Methyl-[1,2,4]triazolo[1,5-a]pyridin-6-yl)amino)-4-(tetrahydro-2H-pyran-4-yl)-8,9-dihydro-7H-pyrido[1,2,3-gh]purin-5(4H)-one CC1=CC=2N(C=C1NC1=NC3=C4N(C(N(C4=N1)C1CCOCC1)=O)CCC3)N=CN2